butyl-4-[7-(3-benzyloxy-1-naphthyl)-2-[2-(dimethylamino)ethoxy]-6,8-dihydro-5H-pyrido[3,4-d]pyrimidin-4-yl]-2-(dimethylcarbamoyl)piperazine-1-carboxylate C(CCC)OC(=O)N1C(CN(CC1)C=1C2=C(N=C(N1)OCCN(C)C)CN(CC2)C2=CC(=CC1=CC=CC=C21)OCC2=CC=CC=C2)C(N(C)C)=O